di(hydroxyethyl)methyldodecyl-ammonium chloride [Cl-].OCC[N+](CCCCCCCCCCCC)(C)CCO